oxolane-2,5-dione O1C(CCC1=O)=O